O[C@@H]1CN(CCC1)C(=O)C1=CC2=C(C=N1)C(=NN2CC(F)(F)F)NC2=NC=C(C=C2)F [(3S)-3-hydroxy-piperidin-1-yl]-[3-(5-Fluoro-pyridin-2-ylamino)-1-(2,2,2-trifluoro-ethyl)-1H-pyrazolo[4,3-c]pyridin-6-yl]methanone